diethyl-pentanoic acid C(C)C(C(=O)O)(CCC)CC